C(C)(C)(C)C1=CC=C(C(=O)N(C)C2=C(C=CC=C2)I)C=C1 4-(Tert-butyl)-N-(2-iodophenyl)-N-methylbenzamide